COC=1C=CC=C2C=CNC12 7-methoxyindole